1-isopropyl-5-methoxyindoline-6-sulfonic acid C(C)(C)N1CCC2=CC(=C(C=C12)S(=O)(=O)O)OC